Ethyl 2-(2,6-dimethyl-4-(3-(4-(4-(trifluoromethyl) benzyl) piperazin-1-yl) propyl) phenoxy)-2-methylpropionate CC1=C(OC(C(=O)OCC)(C)C)C(=CC(=C1)CCCN1CCN(CC1)CC1=CC=C(C=C1)C(F)(F)F)C